N-(3-((2-(2-(2-((2,2-bis(methyl-d3)-7-nitro-2H-benzo[d]imidazol-4-yl)amino)ethoxy)ethoxy)ethyl)carbamoyl)pentan-3-yl)-5-cyclopropyl-6-(4-fluorobenzyl)picolinamide C(C1(N=C2C(=N1)C(=CC=C2NCCOCCOCCNC(=O)C(CC)(CC)NC(C2=NC(=C(C=C2)C2CC2)CC2=CC=C(C=C2)F)=O)[N+](=O)[O-])C([2H])([2H])[2H])([2H])([2H])[2H]